isophorone nitrylimine [N+](=O)([O-])N=C1C=C(CC(C)(C)C1)C